{4-[(5-Chloro-thiophen-2-ylmethyl)-amino]-2-quinolin-5-yl-phenyl}-carbamic acid ethyl ester C(C)OC(NC1=C(C=C(C=C1)NCC=1SC(=CC1)Cl)C1=C2C=CC=NC2=CC=C1)=O